C(C)(C)(C)NC(CC[C@@H](CC(=O)N[C@H](C(=O)NCC1=CC=CC2=CC=CC=C12)C)NS(=O)(=O)C1=CC=C(C=C1)C)=O (S)-N6-(tert-butyl)-3-(4-methylphenylsulfonamido)-N1-((S)-1-((naphthalen-1-ylmethyl)amino)-1-oxopropan-2-yl)hexanediamide